1-(4-(methylamino)piperidin-1-yl)ethanone hydrochloride Cl.CNC1CCN(CC1)C(C)=O